BrC=1C=C(C=CC1OC)NS(=O)(=O)C N-(3-bromo-4-methoxyphenyl)methanesulfonamide